4-[6-(4,4-difluoropiperidin-1-yl)-5-fluoropyridin-3-yl]-1,3-oxazole-2-carboxylic acid FC1(CCN(CC1)C1=C(C=C(C=N1)C=1N=C(OC1)C(=O)O)F)F